CC1=C(C=CC=C1C)N1CCN(CC1)C(CN1N=C(C2=C1CC(C2)O)C(=O)N2C[C@@H]([C@H](CC2)O)F)=O 1-(4-(2,3-Dimethylphenyl)piperazin-1-yl)-2-(3-((3S,4S)-3-fluoro-4-hydroxypiperidin-1-carbonyl)-5-hydroxy-5,6-dihydrocyclopenta[c]pyrazol-1(4H)-yl)ethanon